C(#N)C=1C=NN2C1C(=CC(=C2)OCC(C)(C)O)C=2C=CC(=NC2)C21CNCC(C2C(=O)O)C1 5-(3-cyano-6-(2-hydroxy-2-methylpropoxy)pyrazolo[1,5-a]pyridin-4-yl)pyridin-2-yl-3-azabicyclo[3.1.1]heptane-6-carboxylic acid